6-methyl-2-(5-methyl-1H-imidazol-2-yl)-4-(1-methyl-2-oxo-5-phenyl-1,2-dihydropyridin-4-yl)-1,6-dihydro-7H-pyrrolo[2,3-c]pyridin-7-one CN1C(C2=C(C(=C1)C1=CC(N(C=C1C1=CC=CC=C1)C)=O)C=C(N2)C=2NC(=CN2)C)=O